(R)-N-(1-cyclopropylethyl)-5-(quinazolin-6-yl)-7H-pyrrolo[2,3-d]pyrimidin-2-amine C1(CC1)[C@@H](C)NC=1N=CC2=C(N1)NC=C2C=2C=C1C=NC=NC1=CC2